ClC1=C2C(=C(N=C1)Cl)N(C(=C2)C(C)O)COCC[Si](C)(C)C 1-(4,7-dichloro-1-((2-(trimethylsilyl)ethoxy)methyl)-1H-pyrrolo[2,3-c]pyridin-2-yl)ethane-1-ol